N-[(2,4-dimethoxyphenyl)methyl]-4-methyl-6-(1H-pyrazol-1-yl)phthalazin-1-amine COC1=C(C=CC(=C1)OC)CNC1=NN=C(C2=CC(=CC=C12)N1N=CC=C1)C